ClC=1C=CC(=C(C1)CC(=O)NC1=CC(=NC=C1)Cl)OC 2-(5-Chloro-2-methoxy-phenyl)-N-(2-chloro-4-pyridyl)acetamide